2-chloro-4-(1-methylvinyl)-1-methyl-cyclohexanol ClC1C(CCC(C1)C(=C)C)(O)C